2-phenyl-1,2-benzisoselenazole-3(2H)-one C1(=CC=CC=C1)N1[Se]C2=C(C1=O)C=CC=C2